Z-butyl pyrrolo[3,2-c]pyridine-1-carboxylate N1(C=CC=2C=NC=CC21)C(=O)OCCCC